NC=1N=C(C2=C(N1)C=NN2CC2=C(C=C(C(=C2)CN2CCN(CC2)CCO)F)OC)N[C@H](CCO)CCC (3S)-3-({5-amino-1-[(4-fluoro-5-{[4-(2-hydroxyethyl)piperazin-1-yl]methyl}-2-methoxyphenyl)-methyl]-1H-pyrazolo[4,3-d]pyrimidin-7-yl}amino)hexan-1-ol